1-(1-(3-methoxy-2-methyl-4-nitrophenyl)piperidin-4-yl)-4-methylpiperazine COC=1C(=C(C=CC1[N+](=O)[O-])N1CCC(CC1)N1CCN(CC1)C)C